FC1=C(C(=O)N([C@H]2CNCCC2)C2=NC=CC3=C2C=C(S3)C3=C(C=CC=C3)O)C=CC(=C1)N1N=NC=3C1=NC=CC3 2-fluoro-N-[2-(2-hydroxyphenyl)thieno[3,2-c]pyridin-4-yl]-N-[(3R)-3-piperidyl]-4-(triazolo[4,5-b]pyridin-3-yl)benzamide